C(C)(=O)OC1=CC(=C(C2=C(C=CC=C12)OC)OCCC(C)C)C(C)=O 3-acetyl-4-(isopentyloxy)-5-methoxynaphthalen-1-yl acetate